C(C)(C)(C)OC(=O)N1CCOC(CC1)C(=O)O 4-(tert-butoxycarbonyl)-1,4-oxazepane-7-carboxylic acid